C(C)(C)N1C2CN(CC1CC2)C2=NC=CC=C2 2-(8-isopropyl-3,8-diazabicyclo[3.2.1]octan-3-yl)pyridin